C1(CC1)CNC[C@@H](C(=O)OC)O Methyl (S)-3-((cyclopropylmethyl)amino)-2-hydroxypropanoate